Cl.C(C)OC1=C(OC[C@@H]2CN(CCO2)C(=O)OCC(C)C)C=CC=C1 2-methylpropyl (s)-2-[(o-ethoxyphenoxy)methyl]-4-morpholinecarboxylate hydrochloride